COCCCC1(CCCCCCC1)CO [1-(3-methoxypropyl)cyclooctyl]methanol